FC(OC1=CC=C(C=C1)C(\C=C\C1=CC(=C(C=C1)OC)O)=O)F (E)-1-[4-(Difluoromethoxy)phenyl]-3-(3-hydroxy-4-methoxyphenyl)prop-2-en-1-one